CC1=C(C=CC(=C1)C1=NN(C=N1)C1=CC=C(C=C1)OC(C(F)(F)F)(F)F)NC(=O)\N=C\1/SCC(N1C1=CC2=CC=CC=C2C=C1)=O (Z)-1-(2-methyl-4-(1-(4-(perfluoroethoxy)phenyl)-1H-1,2,4-triazol-3-yl)phenyl)-3-(3-(naphthalen-2-yl)-4-oxothiazolidine-2-ylidene)urea